ClC1=C(C=C(C(=C1)C(F)(F)F)F)NC(CI)=O N-(2-chloro-5-fluoro-4-(trifluoromethyl)phenyl)-2-iodoacetamide